BrC1=C(C=CC=C1)C(CCC=C)NCC1=CC=C(C=C1)OC 1-(2-bromophenyl)-N-(4-methoxybenzyl)pent-4-en-1-amine